ClC1=CC(=C(C=C1)[C@@]1(OC2=C(O1)C=CC=C2C2CCN(CC2)CC=2N(C(=C(N2)C)C=2OC=C(N2)C(=O)O)C[C@@H]2OCC2)C)F 2-(2-((4-((S)-2-(4-chloro-2-fluorophenyl)-2-methylbenzo[d][1,3]dioxol-4-yl)piperidin-1-yl)methyl)-4-methyl-1-(((R)-oxetan-2-yl)methyl)-1H-imidazol-5-yl)oxazole-4-carboxylic acid